Cl.N1=C(N=CC=C1)N1C2=C(C=3C=CC=CC13)CNCC2 5-(pyrimidin-2-yl)-2,3,4,5-tetrahydro-1H-pyrido[4,3-b]indole hydrochloride